ClC1=NC=NC(=C1)C=1C=NN(C1CC1CC1)C 4-chloro-6-(5-(cyclopropylmethyl)-1-methyl-1H-pyrazol-4-yl)pyrimidine